ClC1=NC=CC(=C1Cl)SC=1C=2N(C(=NC1)N1CCC3(CCC[C@H]3N)CC1)C=CN2 (R)-8-(8-((2,3-dichloropyridin-4-yl)thio)imidazo[1,2-c]pyrimidin-5-yl)-8-azaspiro[4.5]decan-1-amine